3-fluoro-4-(((1',2',3',6'-tetrahydro-[2,4'-bipyridin]-6-yl)thio)methyl)benzonitrile p-toluenesulfonate CC1=CC=C(C=C1)S(=O)(=O)O.FC=1C=C(C#N)C=CC1CSC1=CC=CC(=N1)C=1CCNCC1